FC=1C=C2CN(C3(C2=CC1COC)CCC1(CC3)NC(NC1=O)=O)C[C@H](CO)C (1'S,1''s)-5''-fluoro-2''-[(2R)-3-hydroxy-2-methylpropyl]-6''-(methoxymethyl)-2'',3''-dihydrodispiro[imidazolidine-4,1'-cyclohexane-4',1''-isoindole]-2,5-dione